2-{[2-({4-[1-(hexahydropyridin-4-yl)pyrazol-4-yl]phenyl}amino)-5-(trifluoromethyl)pyrimidin-4-yl]amino}-N-(trideuteriomethyl)benzamide N1CCC(CC1)N1N=CC(=C1)C1=CC=C(C=C1)NC1=NC=C(C(=N1)NC1=C(C(=O)NC([2H])([2H])[2H])C=CC=C1)C(F)(F)F